4-fluoro-N-[(1s,4s)-4-{[2-(trifluoromethyl)imidazo[1,2-a]pyridin-5-yl]amino}cyclohexyl]benzamide FC1=CC=C(C(=O)NC2CCC(CC2)NC2=CC=CC=3N2C=C(N3)C(F)(F)F)C=C1